CC1=NN=NN=C1 1-methyl-2,3,4,5-tetrazine